C(CCCCCCCCCCCCCCC(C)C)(=O)[O-].C(CCCCCCCCCCCCCCC(C)C)(=O)[O-].CC([O-])C.CC([O-])C.[Ti+4] titanium diisopropoxide diisostearate